p-nitrochlorobenzene C1=CC(=CC=C1[N+](=O)[O-])Cl